(+/-)-3,7-dimethyl-3-octanol CCCCCC(CC)O